S(=O)(=O)(O)C=1C=C(CNC2=CC=CC=C2)C=CC1 N-(3-sulfobenzyl)-aniline